C(#C)C12CCC(CC1)N2C(=O)OC(C)(C)C tert-butyl 1-ethynyl-7-azabicyclo[2.2.1]heptane-7-carboxylate